2-(3-aminopropyl)-N-(4-(5-benzamido-1-methyl-1H-pyrazol-3-yl)phenyl)benzamide NCCCC1=C(C(=O)NC2=CC=C(C=C2)C2=NN(C(=C2)NC(C2=CC=CC=C2)=O)C)C=CC=C1